[Zn+2].C1(=CC=CC=C1)O phenol zinc (II)